CC1([C@H]2CN(C[C@@H]12)C(=O)OC(C)(C)C)C1=NOC2(CC2)C1 tert-butyl (1R,5S,6r)-6-methyl-6-(4-oxa-5-azaspiro[2.4]hept-5-en-6-yl)-3-azabicyclo[3.1.0]hexane-3-carboxylate